C[C@@H](C1=CC=C[CH]1)N(C)C.C1=C[CH]C=C1.[Fe] (S)-(-)-N,N-dimethyl-1-ferrocenylethylamine